C(C1=CC=CC=C1)OCC#CC=1C=CC2=C(C3=C(S2)C=CC(=C3)C3(N=C(N(C(C3)=O)C)NC([O-])=O)C)C1 (4-(8-(3-(benzyloxy)prop-1-yn-1-yl)dibenzo[b,d]thiophen-2-yl)-1,4-dimethyl-6-oxo-1,4,5,6-tetrahydropyrimidin-2-yl)carbamate